methyl 4-amino-2-fluoro-3-{[(2S)-oxetan-2-ylmethyl]amino}benzoate NC1=C(C(=C(C(=O)OC)C=C1)F)NC[C@H]1OCC1